Cl.CN(S(=O)(=O)N)C(C)C1=CC=C(C=C1)C1=CC=NC=2NC(C=CC12)=O N-methyl-N-(1-(4-(7-oxo-7,8-dihydro-1,8-naphthyridin-4-yl)phenyl)ethyl)sulfamide hydrochloride